4-(3,5-dichlorophenyl)-1-(4-(3,4-dichlorophenyl)-5-(isopropylthio)thiazol-2-yl)-3-methyl-1H-pyrazole-5-carboxylic acid ClC=1C=C(C=C(C1)Cl)C=1C(=NN(C1C(=O)O)C=1SC(=C(N1)C1=CC(=C(C=C1)Cl)Cl)SC(C)C)C